3-chloro-6-(6-fluoropyridin-2-yl)isoquinoline ClC=1N=CC2=CC=C(C=C2C1)C1=NC(=CC=C1)F